BrC=1C(=C(C(=O)OC)C=C(C1)F)CC#N methyl 3-bromo-2-(cyanomethyl)-5-fluorobenzoate